ClC1=C2OC=3C=C(C=CC3C(C2=C(C=C1)Cl)=O)N1CC(CC1)C(=O)O 1-(5,8-dichloro-9-oxo-xanthen-3-yl)pyrrolidine-3-carboxylic acid